C1C=2N(CCN1)CCC2 (S)-hexahydropyrrolo[1,2-a]pyrazine